5-(1-(1H-indol-3-yl)ethyl)-6-fluoro-3-((3-fluorobenzyl)amino)-4H-benzo[e][1,2,4]thiadiazine 1,1-dioxide N1C=C(C2=CC=CC=C12)C(C)C1=C(C=CC2=C1NC(=NS2(=O)=O)NCC2=CC(=CC=C2)F)F